((R)-1-(2-Chlorophenyl)ethyl)-N-((R,E)-4-(methylsulfonyl)but-3-en-2-yl)-3,4-dihydro-2H-benzo[b][1,4]oxazine-7-carboxamide ClC1=C(C=CC=C1)[C@@H](C)C1CNC2=C(O1)C=C(C=C2)C(=O)N[C@H](C)\C=C\S(=O)(=O)C